N-(7-((6-cyanopyridazin-3-yl)oxy)-2-methyl-2H-indazol-5-yl)-5-((3R,5S)-3,5-dimethylpiperazin-1-yl)-2-methoxyquinazoline-8-carboxamide C(#N)C1=CC=C(N=N1)OC1=CC(=CC2=CN(N=C12)C)NC(=O)C=1C=CC(=C2C=NC(=NC12)OC)N1C[C@H](N[C@H](C1)C)C